N-(4-(4-(1-methoxypropan-2-yl)piperazin-1-yl)phenyl)-4-((8-methyl-2,3-dihydro-1H-pyrido[2,3-b][1,4]oxazin-7-yl)amino)-2-oxo-1,2-dihydropyridine-3-carboxamide COCC(C)N1CCN(CC1)C1=CC=C(C=C1)NC(=O)C=1C(NC=CC1NC1=C(C2=C(OCCN2)N=C1)C)=O